(2R,5S,13aR)-N-(2-cyclopropoxy-4-fluorobenzyl)-8-hydroxy-7,9-dioxo-2,3,4,5,7,9,13,13a-octahydro-2,5-methanopyrido[1',2':4,5]pyrazino[2,1-b][1,3]oxazepine-10-carboxamide C1(CC1)OC1=C(CNC(=O)C=2C(C(=C3N(C[C@H]4O[C@@H]5CC[C@H](N4C3=O)C5)C2)O)=O)C=CC(=C1)F